1-(1-(1-methyl-4-(trifluoromethyl)-1H-imidazol-2-yl)piperidin-4-yl)ethan-1-one CN1C(=NC(=C1)C(F)(F)F)N1CCC(CC1)C(C)=O